methyl 4-(2-(3-((tert-butoxycarbonyl)amino)prop-1-yn-1-yl)benzofuran-4-yl)-4-cyanobutanoate C(C)(C)(C)OC(=O)NCC#CC=1OC2=C(C1)C(=CC=C2)C(CCC(=O)OC)C#N